[K+].C=1(C(=C(C(=CC1)C(=O)[O-])C(=O)[O-])C(=O)[O-])C(=O)[O-].[K+].[K+].[K+] benzenetetracarboxylic acid potassium salt